C(C1=CC=CC=C1)OCOCCCC(C)[Cu]C(CCCOCOCC1=CC=CC=C1)C.[Li] lithium bis[4-benzyloxymethoxy-1-methylbutyl]copper